BrC=1C=C(C=C2CCN(C12)C)S(=O)(=O)N1CCC(CC1)C1=CC=CC=C1 7-Bromo-1-methyl-5-[(4-phenyl-1-piperidinyl)sulfonyl]indoline